7-((5-((3R,4R)-4-fluoro-3-hydroxypiperidin-1-yl)pyridin-2-yl)amino)-4-(8-fluoroimidazo[1,2-a]pyridin-3-yl)-2,3-dihydro-1H-pyrrolo[3,4-c]pyridin-1-one F[C@H]1[C@@H](CN(CC1)C=1C=CC(=NC1)NC=1C2=C(C(=NC1)C1=CN=C3N1C=CC=C3F)CNC2=O)O